C1(CC1)C(=O)C1=CC(=C(COC2=CC=CC(=N2)N2CCC(CC2)CC2=NC3=C(N2C[C@H]2OCC2)C=C(C=C3)C(=O)OC)C=C1)F methyl (S)-2-((1-(6-((4-(cyclopropanecarbonyl)-2-fluorobenzyl)oxy)pyridin-2-yl)piperidin-4-yl)methyl)-1-(oxetan-2-ylmethyl)-1H-benzo[d]imidazole-6-carboxylate